C1(CC1)C1=C(C=C(C(=C1)I)C)N(C(C#CCC)=O)C1=CC=C2C(=N1)C(N(C2)[C@H]2COCC2)=O N-(2-cyclopropyl-4-iodo-5-methylphenyl)-N-{7-oxo-6-[(3R)-oxolan-3-yl]-5H-pyrrolo[3,4-b]pyridin-2-yl}pent-2-ynamide